O1CC[C@@H](C2=CC=CC=C12)NC(=O)N1CC=2C=CC(=NC2CC1)N1CCNCC1 (S)-N-(chroman-4-yl)-2-(piperazin-1-yl)-7,8-dihydro-1,6-naphthyridine-6(5H)-carboxamide